CC(C)=O Propane-2-on